O1CCOC12[C@H](CCCC2)N2N=CC(=C2)C=2C(=C(C=CC2)NC2=C(N=NC(=C2)NC(=O)C2CC2)C(=O)N)OC (S)-4-((3-(1-(1,4-dioxaspiro[4.5]decan-6-yl)-1H-pyrazol-4-yl)-2-methoxyphenyl)amino)-6-(cyclopropanecarboxamido)pyridazine-3-carboxamide